FC=1C=CC=C2CC[C@@](C12)(CC(C1C(NC(N(C1=O)C1CCOCC1)=O)=O)=O)N[S@](=O)C(C)(C)C (R)-N-((1S)-7-fluoro-1-(2-oxo-2-(2,4,6-trioxo-1-(tetrahydro-2H-pyran-4-yl)hexahydropyrimidin-5-yl)ethyl)-2,3-dihydro-1H-inden-1-yl)-2-methylpropan-2-sulfinamide